BrC=1C=C2C(=C(N1)C(=O)NC)OC(=C2)C#N 5-bromo-2-cyano-N-methylfuro[2,3-c]pyridine-7-carboxamide